O.O.C(N(CC(=O)[O-])CC(=O)[O-])CN(CC(=O)[O-])CC(=O)[O-].[Na+].[Na+].[Ca+2] calcium disodium edetate, dihydrate